ClC1=CC=2C(C=3N(C2C=C1)C(C1=C(N3)N=CC=C1)=O)=NNC(N)=S 2-(9-chloro-5-oxopyrido[2',3':4,5]pyrimido[1,2-a]indol-11(5H)-ylidene)hydrazine-1-carbothioamide